BrC1=C(C(=O)NCC2=C(C=C(C=C2)OC)OC)C=CC=C1 2-Bromo-N-(2,4-dimethoxybenzyl)benzamide